3-fluoro-4-[(9S)-4,5,13-trimethyl-9-(oxazol-2-ylmethyl)-3-thia-1,8,11,12-tetrazatricyclo[8.3.0.02,6]trideca-2(6),4,7,10,12-pentaen-7-yl]phenol FC=1C=C(C=CC1C=1C=2C(=C(SC2N2C(=NN=C2[C@@H](N1)CC=1OC=CN1)C)C)C)O